N1C=C(C2=CC=CC=C12)CCCNS(=O)(=O)C1=CC=C(C=C1)OCCCBr N-(3-(1H-indol-3-yl)propyl)-4-(3-bromopropyloxy)benzenesulfonamide